5-chloro-N4-cyclopropyl-N2-(2-methoxy-4-(morpholinosulfonyl)phenyl)-7H-pyrrolo[2,3-d]pyrimidine-2,4-diamine ClC1=CNC=2N=C(N=C(C21)NC2CC2)NC2=C(C=C(C=C2)S(=O)(=O)N2CCOCC2)OC